4-[2-[(dimethylamino)methyl]-4-(trifluoromethyl)thiazol-5-yl]-5-fluoro-N-(4-piperidyl)pyrimidin-2-amine CN(C)CC=1SC(=C(N1)C(F)(F)F)C1=NC(=NC=C1F)NC1CCNCC1